1-(4-((4-(ethoxymethyl)-4-phenethylpiperidin-1-yl)methyl)phenyl)ethanol HCl Cl.C(C)OCC1(CCN(CC1)CC1=CC=C(C=C1)C(C)O)CCC1=CC=CC=C1